C(C)(C)(C)OC(=O)N1CCN(CC1)C=1N=C(C2=C(N1)C=NC(=C2)CCC)NCC=2SC=CC2 4-(6-propyl-4-((thiophen-2-ylmethyl)amino)pyrido[3,4-d]Pyrimidine-2-yl)piperazine-1-carboxylic acid tert-butyl ester